4-(4-cyano-3-methoxy-phenyl)-4-hydroxy-piperidine-1-carboxylic acid tert-butyl ester C(C)(C)(C)OC(=O)N1CCC(CC1)(O)C1=CC(=C(C=C1)C#N)OC